BrC1=CC(=C2C(N(C(C2=C1)=O)C1C(NC(CC1)=O)=O)=O)CBr 6-bromo-4-(bromomethyl)-2-(2,6-dioxopiperidin-3-yl)isoindoline-1,3-dione